ClC1=C(COC2=CC=C(N)C=C2)C=CC(=C1)F 4-((2-Chloro-4-Fluorobenzyl)Oxy)Aniline